ClCC(=O)N[C@@H](CCCN)C(=O)O chloroacetyl-L-ornithine